CO[C@@]1([C@@H](O[C@@H]([C@H]1O)CO)C1=CNC(=O)NC1=O)O 2'-methoxy-pseudouridine